N=1N=C(NC1)C=1C=C(C=CC1)C=1C=C2C(=C(C=NC2=CC1)C#N)NC(C)C1=CC=CC=C1 6-(3-(4H-1,2,4-triazol-3-yl)phenyl)-4-((1-phenylethyl)amino)quinoline-3-carbonitrile